C(C)(C)N(P(O[C@H]1[C@@H](O[C@H]([C@@H]1OC)N1C(N=C(C=C1)NC(C1=CC=CC=C1)=O)=O)N1N=CN=C1)OCCC#N)C(C)C (2R,3R,4R,5R)-2-((1H-1,2,4-triazol-1-yl))-5-(4-benzoylamino-2-oxopyrimidin-1(2H)-yl)-4-methoxytetrahydrofuran-3-yl (2-cyanoethyl) diisopropylphosphoramidite